2-(2'-ethyl-4'-((7-(methylsulfonyl)-2,7-diazaspiro[3.5]nonan-2-yl)methyl)-[1,1'-biphenyl]-4-yl)-1,1,1,3,3,3-hexafluoropropan-2-ol C(C)C1=C(C=CC(=C1)CN1CC2(C1)CCN(CC2)S(=O)(=O)C)C2=CC=C(C=C2)C(C(F)(F)F)(C(F)(F)F)O